CN1C=CC2=CC(C(C=C12)=O)C 1,5-dimethyl-6-oxo-5,6-dihydroindol